5'-methoxymethyl-uridine COCC([C@@H]1[C@H]([C@H]([C@@H](O1)N1C(=O)NC(=O)C=C1)O)O)O